(S)-N-(4-(3-((2S,6R)-2,6-dimethylmorpholino)phenyl)thiazol-2-yl)-1-(5-methyl-1-(methylsulfonyl)-1H-pyrrole-3-carbonyl)azetidine-2-carboxamide C[C@@H]1O[C@@H](CN(C1)C=1C=C(C=CC1)C=1N=C(SC1)NC(=O)[C@H]1N(CC1)C(=O)C1=CN(C(=C1)C)S(=O)(=O)C)C